COCCNC(=O)C=1OC2=C(C1)C(=C(C=C2)N2CCN(CC2)S(=O)(=O)C2=C(C=CC=C2)Cl)Br 4-bromo-5-[4-(2-chloro-benzenesulfonyl)-piperazin-1-yl]-benzofuran-2-carboxylic acid (2-methoxy-ethyl)-amide